O1CCNC2=C1C(=CC=C2)N2CCC1(OCCO1)CC2 8-(3,4-dihydro-2H-1,4-benzoxazin-8-yl)-1,4-dioxa-8-azaspiro[4.5]decane